(E)-1-methyl-4-(1-methyl-4-(4-(2-(quinolin-3-yl)vinyl)benzamido)-1H-pyrrole-2-carboxamido)-1H-pyrrole-2-carboxylic acid CN1C(=CC(=C1)NC(=O)C=1N(C=C(C1)NC(C1=CC=C(C=C1)\C=C\C=1C=NC2=CC=CC=C2C1)=O)C)C(=O)O